(1S,2S,3R,4S,5R)-5-hydroxy-3-(1-methyl-3-(trifluoromethyl)-1H-pyrazol-4-yl)-N-(3-(trifluoromethyl)phenyl)-7-oxabicyclo[2.2.1]heptane-2-carboxamide O[C@H]1[C@@H]2[C@H]([C@@H]([C@H](C1)O2)C(=O)NC2=CC(=CC=C2)C(F)(F)F)C=2C(=NN(C2)C)C(F)(F)F